C(CCCC)OCCCCCNNC(=O)C=1C=C(CNC(C2=CC=CC=C2)=O)C=CC1 N-(3-(2-(5-(pentyloxy)pentyl)hydrazine-1-carbonyl)benzyl)benzamide